CC1=CC=NN1C1=CC=C(C=C1)OC(F)(F)F 5-methyl-1-[4-(trifluoromethoxy)phenyl]pyrazole